ethyl 2-(3'-hydroxy-[1,1'-biphenyl]-3-yl)acetate OC=1C=C(C=CC1)C1=CC(=CC=C1)CC(=O)OCC